C(CCCCCCCC)[Si](O[Si](C)(C)C)(O[Si](C)(C)C)C nonylmethyl-bis(trimethylsiloxy)silane